4-(dibenzo[b,d]furan-4-yl)-N-phenyl-aniline C1=CC=C(C=2OC3=C(C21)C=CC=C3)C3=CC=C(NC2=CC=CC=C2)C=C3